3-((4-(4-((6-azaspiro[2.5]octan-1-yl)methyl)piperazin-1-yl)phenyl)amino)piperidine-2,6-dione C1(CC12CCNCC2)CN2CCN(CC2)C2=CC=C(C=C2)NC2C(NC(CC2)=O)=O